NC1=CC=C(C[C@H](N)C(=O)O)C=C1 4-amino-phenylalanine